(E)-5-(3-methoxybenzyl)-3-(2-(pyridin-2-yl)vinyl)-1H-indazole COC=1C=C(CC=2C=C3C(=NNC3=CC2)\C=C\C2=NC=CC=C2)C=CC1